1-oxo-3-hydroxy-2,3-dihydro-1H-isoindol O=C1NC(C2=CC=CC=C12)O